P(N)(O)=O phosphonic acid monoamide